N=1C=CN2C1C(=CC=C2)OC2=CC(=C(N)C=C2)OC 4-(imidazo[1,2-a]pyridin-8-yloxy)-2-methoxyaniline